NC1=C(C=CC(=C1F)NCC1=CC=C(C=C1)O)NC(C(C(CCCCCCC)F)F)=O N-(2-Amino-3-fluoro-4-((4-hydroxybenzyl)amino)phenyl)-2,3-difluorodecanamid